2-((1r,4r)-4-methoxycyclohexylamino)-4-(methylthio)pyrimidine-5-carboxylic acid COC1CCC(CC1)NC1=NC=C(C(=N1)SC)C(=O)O